BrC=1C(=C(OC2CCC(CC2)CC[C@H](C)N2CCN(CC2)C2=CC=C3C(=NN(C3=C2)C)C2C(NC(CC2)=O)=O)C=CC1)C 3-(6-(4-((S)-4-((1r,4R)-4-(3-bromo-2-methylphenoxy)cyclohexyl)butan-2-yl)piperazin-1-yl)-1-methyl-1H-indazol-3-yl)piperidine-2,6-dione